COC(=O)C=1C=CC(=C(C1)N[C@@H]1CN(CC1)C(=O)OC(C)(C)C)[N+](=O)[O-] tert-butyl (S)-3-((5-(methoxycarbonyl)-2-nitrophenyl)amino)pyrrolidine-1-carboxylate